C(#N)C=1C=C(C=NC1)S(=O)(=O)NC(C(F)(F)F)C1=CC=C(C=C1)C 5-cyano-N-(2,2,2-trifluoro-1-(p-tolyl)ethyl)pyridine-3-sulfonamide